ClC=1N=C2N(C(C1C)=O)C=C(C=C2)C=2C=NN(C2)C2CC2 2-chloro-7-(1-cyclopropyl-1H-pyrazol-4-yl)-3-methyl-4H-pyrido[1,2-a]pyrimidin-4-one